N-((3r,4s)-3-fluoro-1-(methylsulfonyl)piperidin-4-yl)-4-(1-(2-fluoro-4-iodophenyl)-2-methyl-1H-imidazol-4-yl)-5-(trifluoromethyl)pyrimidin-2-amine F[C@@H]1CN(CC[C@@H]1NC1=NC=C(C(=N1)C=1N=C(N(C1)C1=C(C=C(C=C1)I)F)C)C(F)(F)F)S(=O)(=O)C